(R)-1-(8-fluoro-7-(7-fluoro-3-(methoxymethoxy)-8-((triisopropylsilyl)ethynyl)naphthalen-1-yl)-2-(methylthio)pyrido[4,3-d]pyrimidin-5-yl)pyrrolidine-2-carboxamide FC1=C(N=C(C2=C1N=C(N=C2)SC)N2[C@H](CCC2)C(=O)N)C2=CC(=CC1=CC=C(C(=C21)C#C[Si](C(C)C)(C(C)C)C(C)C)F)OCOC